O1COC=2C=CC=3CCO[C@@H](C3C21)CNC (S)-1-(6,9-dihydro-7H-[1,3]dioxolo[4,5-H]isochromen-9-yl)-N-methylmethanamine